indenylacetat C1(C=CC2=CC=CC=C12)CC(=O)[O-]